C(\C=C\C(=O)OCCCCCCCCCCCCCCCCCCCC)(=O)OCCCCCCCCCCCCCCCCCCCC dieicosyl fumarate